CN(C1=NC2=CC=C(C=C2C(=N1)NCCC1=CC2=CC=C(C=C2C=C1)C(=O)N1CCN(CC1)C)C#N)C 2-(dimethylamino)-4-((2-(6-(4-methylpiperazin-1-carbonyl)naphth-2-yl)ethyl)amino)quinazoline-6-carbonitrile